ClC1=C(C(=O)NCC(C2=C(N=CS2)C(F)F)N2CCC(CC2)OC2=NC(=CC=C2)Cl)C(=CC=C1)F 2-Chloro-N-(2-{4-[(6-chloropyridin-2-yl)oxy]piperidin-1-yl}-2-[4-(difluoromethyl)-1,3-thiazol-5-yl]ethyl)-6-fluorobenzamid